COCCN1C=NC2=C(C=C(N=C12)N1N=C(N=C1COC)C=1C=C(C=CC1)C)N1CCOCC1 1-[3-(2-methoxyethyl)-7-morpholino-3H-1,3,4-triazainden-5-yl]-5-(methoxymethyl)-3-(m-tolyl)-1H-1,2,4-triazole